(S)-2-(2-(2-Aminoacetamido)acetamido)-3-(4-hydroxyphenyl)propanamide methyl-3-chloroquinoline-6-carboxylate COC(=O)C=1C=C2C=C(C=NC2=CC1)Cl.NCC(=O)NCC(=O)N[C@H](C(=O)N)CC1=CC=C(C=C1)O